1-(5-(aminomethyl)thiophen-2-yl)-2-((1-ethyl-6-(trifluoromethyl)-1H-pyrazolo[3,4-d]pyrimidin-4-yl)thio)ethan-1-one hydrochloride Cl.NCC1=CC=C(S1)C(CSC1=C2C(=NC(=N1)C(F)(F)F)N(N=C2)CC)=O